2-((2R,3S)-3-(3-chlorophenyl)-3-(3-fluorophenyl)-2-hydroxypropyl)isoindoline-1,3-dione ClC=1C=C(C=CC1)[C@@H]([C@H](CN1C(C2=CC=CC=C2C1=O)=O)O)C1=CC(=CC=C1)F